[N+](=O)([O-])C=1C=C(C=C(C1)[N+](=O)[O-])B(O)O 3,5-DINITROPHENYL-BORONIC ACID